(2S,4R)-4-hydroxy-N-(4-(4-methylthiazol-5-yl)benzyl)-1-((S)-2-(1-oxoisoindolin-2-yl)pentanoyl)pyrrolidine-2-carboxamide O[C@@H]1C[C@H](N(C1)C([C@H](CCC)N1C(C2=CC=CC=C2C1)=O)=O)C(=O)NCC1=CC=C(C=C1)C1=C(N=CS1)C